4-chloro-10-[2,6-difluoro-4-({2-[(2-hydroxyethyl)amino]ethyl}amino)phenyl]-9-oxo-8-propyl-6,8,10-triazatricyclo[9.4.0.02,7]pentadeca-1(11),2(7),3,5,12,14-hexaene-13-carbonitrile ClC1=CC=2C=3C=CC(=CC3N(C(N(C2N=C1)CCC)=O)C1=C(C=C(C=C1F)NCCNCCO)F)C#N